(S)-5-(1-acryloylpyrrolidin-3-yl)-3-((2,6-difluoro-3,5-dimethoxyphenyl)ethynyl)-1H-pyrrole-2-carboxamide C(C=C)(=O)N1C[C@H](CC1)C1=CC(=C(N1)C(=O)N)C#CC1=C(C(=CC(=C1F)OC)OC)F